2-(chloromethyl)-6-methyl-7-(trifluoromethyl)imidazo[1,2-a]pyridine ClCC=1N=C2N(C=C(C(=C2)C(F)(F)F)C)C1